C=C.C=C.[Ni] nickel diethylene